2-(2-Methoxynaphthalen-1-yl)phenyl trifluoromethanesulfonate FC(S(=O)(=O)OC1=C(C=CC=C1)C1=C(C=CC2=CC=CC=C12)OC)(F)F